BrC=1C=CC(=C(C=O)C1)C1CCOCC1 5-bromo-2-(tetrahydro-2H-pyran-4-yl)benzaldehyde